C(C(C)C)[C@H]1C(N(CCN1)[C@H](C(=O)N1CCC(CC1)COC=1C=C(C(=O)O)C=CC1)CC(C)C)=O m-[(1-{(S)-2-[(S)-3-Isobutyl-2-oxo-1-piperazinyl]-4-methylvaleryl}-4-piperidyl)meth-oxy]benzoic acid